2-[[1-(5-chloro-1H-pyrazol-4-yl)cyclopropanecarbonyl]amino]-4-[[3-fluoro-2-methoxy-propyl]-[4-(5,6,7,8-tetrahydro-1,8-naphthyridin-2-yl)butyl]amino]butanoic acid ClC1=C(C=NN1)C1(CC1)C(=O)NC(C(=O)O)CCN(CCCCC1=NC=2NCCCC2C=C1)CC(CF)OC